(R/S)-1-(3,3-difluoro-1-(deuteromethyl)piperidin-4-yl)-8-(6-methoxypyridin-3-yl)-3-methyl-1,3-dihydro-2H-imidazo[4,5-c]quinolin-2-one FC1(CN(CC[C@H]1N1C(N(C=2C=NC=3C=CC(=CC3C21)C=2C=NC(=CC2)OC)C)=O)C[2H])F |r|